FC=1C=NC2=C(C=CC=C2C1C(=O)O)C 3-fluoro-8-methylquinoline-4-carboxylic acid